3-chloro-indole-5-carbaldehyde ClC1=CNC2=CC=C(C=C12)C=O